2-amino-N-(2-cyclopropyloxyethyl)-7-fluoro-3-(hydroxymethyl)-N-(6-(trifluoromethyl)-2,3-dihydrobenzofuran-3-yl)quinoline-6-carboxamide NC1=NC2=CC(=C(C=C2C=C1CO)C(=O)N(C1COC2=C1C=CC(=C2)C(F)(F)F)CCOC2CC2)F